C(C1=CC=CC=C1)N1CCN(CC1)C1CC2=C(N(N=C2CC1)C1=NC=CC=C1)O 5-(4-Benzylpiperazin-1-yl)-2-pyridin-2-yl-4,5,6,7-tetrahydro-2H-indazol-3-ol